N-(2-isopropoxy-4-methyl-phenyl)-5-methyl-pyrrolo[3,2-d]pyrimidin-4-amine C(C)(C)OC1=C(C=CC(=C1)C)NC=1C2=C(N=CN1)C=CN2C